NC1=C(N=NN1)C1=CC=CC=C1 aminophenyl-triazole